(3-(1-(4-(4-((1-(5-(2,6-dioxopiperidin-3-yl)pyridin-2-yl)-4-methylpiperidin-4-yl)methyl)piperazin-1-yl)phenyl)-3-(pyridin-4-yl)-1H-pyrazol-4-yl)-2-fluorophenyl)propane O=C1NC(CCC1C=1C=CC(=NC1)N1CCC(CC1)(C)CN1CCN(CC1)C1=CC=C(C=C1)N1N=C(C(=C1)C=1C(=C(C=CC1)CCC)F)C1=CC=NC=C1)=O